(Z)-tert-butyl 3-(4-(bromomethylene)-3-methyl-2,5-dioxoimidazolin-1-yl)propanoate Br\C=C\1/N(C(N(C1=O)CCC(=O)OC(C)(C)C)=O)C